FC1=C(C=C(C(=C1)F)C)O 2,4-difluoro-5-methyl-phenol